N-((1-aminoisoquinolin-6-yl)methyl)-5-chloro-2-((3-(3-(dimethylamino)propoxy)benzyl)(methyl)amino)nicotinamide NC1=NC=CC2=CC(=CC=C12)CNC(C1=C(N=CC(=C1)Cl)N(C)CC1=CC(=CC=C1)OCCCN(C)C)=O